FCCN1C=NC2=C1C=C(C=C2)B(O)O (1-(2-fluoroethyl)-1H-benzo[d]imidazol-6-yl)boronic acid